6-cyclopropyl-2,6,8,9-tetrahydro-7H-1,2,5,6-tetraazabenzo[cd]azulen-7-one C1(CC1)N1C=2C3=C(NN=C3CCC1=O)C=CN2